FC1=CC2=C(N=CN(C2=O)[C@H](C)C2=CC=C(C=C2)OC)C(=N1)C1=C(C(=CC=C1C)OC)C 6-fluoro-8-(3-methoxy-2,6-dimethylphenyl)-3-((R)-1-(4-methoxyphenyl)ethyl)pyrido[3,4-d]pyrimidin-4(3H)-one